NC(CC[C@@H](C(N1[C@@H](CCC1)C(=O)N1C[C@H](OCC1)C1=CC=CC=C1)=O)NC(=O)C1=CC2=C(S1)C=CC(=C2)C(F)(F)P(O)(O)=O)=O ((2-(((S)-5-amino-1,5-dioxo-1-((S)-2-((R)-2-phenylmorpholine-4-carbonyl)pyrrolidin-1-yl)pentan-2-yl)carbamoyl)benzo[b]thiophen-5-yl)difluoromethyl)phosphonic acid